1-(4-tert-butylphenyl)-3-(2,3-dimethoxystyryl)-5-(2,3-dimethoxyphenyl)-pyrazoline C(C)(C)(C)C1=CC=C(C=C1)N1NC(=CC1C1=C(C(=CC=C1)OC)OC)C=CC1=C(C(=CC=C1)OC)OC